ClC=1C2=CN(N=C2C(=C(C1)C1=CC=C(C=C1)CCCN1CCC(CC1)O)Cl)[C@@H](C(=O)NC=1SC=CN1)C1=C2N(C=N1)C[C@@H](C2)F |&1:27| rac-2-(4,7-Dichloro-6-(4-(3-(4-hydroxypiperidin-1-yl)propyl)phenyl)-2H-indazol-2-yl)((R)-6-fluoro-6,7-dihydro-5H-pyrrolo[1,2-c]imidazol-1-yl)-N-(thiazol-2-yl)acetamide